N-(1'-(6-(2-methoxyethoxy)-4-methylpyridin-2-yl)-1',2'-dihydrospiro[cyclopropane-1,3'-pyrrolo[3,2-c]pyridin]-6'-yl)acetamide COCCOC1=CC(=CC(=N1)N1CC2(C=3C=NC(=CC31)NC(C)=O)CC2)C